10-[2-(3-hydroxy-6-oxo-xanthen-9-yl)benzoyl]oxydecyl-triphenyl-phosphonium bromide [Br-].OC=1C=CC=2C(=C3C=CC(C=C3OC2C1)=O)C1=C(C(=O)OCCCCCCCCCC[P+](C2=CC=CC=C2)(C2=CC=CC=C2)C2=CC=CC=C2)C=CC=C1